(R)-3-methyl-1,2,3,4,7,8,9,10-octahydro-11H-pyrido[4',3':3,4]pyrazolo[1,5-a][1,4]diazepin-11-one C[C@@H]1CC2=NN3C(C(NCCC3)=O)=C2CN1